N-(3-((1R)-1-((8-methyl-6-(1-methylpiperidin-3-yl)-7-oxo-7,8-dihydropyrido[2,3-d]pyrimidin-4-yl)amino)ethyl)-5-(trifluoromethyl)phenyl)acetamide CN1C(C(=CC2=C1N=CN=C2N[C@H](C)C=2C=C(C=C(C2)C(F)(F)F)NC(C)=O)C2CN(CCC2)C)=O